mercaptoacrylamide C=C(C(=O)N)S